(4-(methylsulfonamidomethyl)phenyl)boronic acid CS(=O)(=O)NCC1=CC=C(C=C1)B(O)O